2-methyl-3,3-dimethyl-1-pentene CC(=C)C(CC)(C)C